1,8-dimethyl-4-(piperidin-4-yl)-1,4-dihydropyrido[2,3-b]pyrazine-2,3-dione hydrochloride Cl.CN1C2=C(N(C(C1=O)=O)C1CCNCC1)N=CC=C2C